ClC1=C2CC[C@@]3(CCC=4C(=NC(=NC4C3)OCC=3N(C=CN3)C)N3C[C@@H](N(CC3)C(C(=C)F)=O)CC#N)C2=CC=C1 2-((S)-4-((R)-4-chloro-2'-((1-methyl-1H-imidazol-2-yl)methoxy)-2,3,5',8'-tetrahydro-6'H-spiro[indene-1,7'-quinazolin]-4'-yl)-1-(2-fluoroacryloyl)piperazin-2-yl)acetonitrile